N-(2-Methoxyethyl)-4-(4-((1,2,3,4-tetrahydroisochinolin-7-yl)oxy)-1H-pyrrolo[2,3-b]pyridin-3-yl)pyridin-2-amin COCCNC1=NC=CC(=C1)C1=CNC2=NC=CC(=C21)OC2=CC=C1CCNCC1=C2